OCCN(C(=O)C12CC(C1)(C2)C(=O)NC=2SC1=C(C(=NC(=C1C1=CC=CC=C1)F)OC)N2)C Bicyclo[1.1.1]pentane-1,3-dicarboxylic acid (6-fluoro-4-methoxy-7-phenyl-thiazolo[4,5-c]pyridin-2-yl)-amide (2-hydroxy-ethyl)-methylamide